4-pentyn-1-yl-cyclohexane C(#CCCC)C1CCCCC1